CC1(C(OB(O1)C=1C=C2C(=NC1)NC(C2)=O)(C)C)C 5-(tetramethyl-1,3,2-dioxaborolan-2-yl)-1H,2H,3H-pyrrolo[2,3-b]pyridin-2-one